C[Si](C)(C)C#CC1=C2C(=NC(=C1)C(=O)N)NC=C2 4-((trimethylsilyl)ethynyl)-1H-pyrrolo[2,3-b]pyridine-6-carboxamide